ClC1=NN2C(N=CC3=C2C(CN3C(=O)NC=3C=NC(=C(C3)Cl)OC)(C)CO)=C1 2-chloro-N-(5-chloro-6-methoxypyridin-3-yl)-8-(hydroxymethyl)-8-methyl-7,8-dihydro-6H-pyrazolo[1,5-a]pyrrolo[2,3-e]pyrimidine-6-carboxamide